5-fluoro-3-(2-(3-(3-methoxyphenyl)-4-oxothiazolidine-2-ylidene)hydrazono)-1H-indol-2-one FC=1C=C2C(C(NC2=CC1)=O)=NN=C1SCC(N1C1=CC(=CC=C1)OC)=O